(Z,Z,Z)-3,6,9-Tricosatriene CC\C=C/C\C=C/C\C=C/CCCCCCCCCCCCC